(carboxymethyl)-L-lysine C(=O)(O)CN[C@@H](CCCCN)C(=O)O